ClC1=C(C=CC=2C(=C3N(C12)CC(C3)NC(CO)=O)C=3C=NNC3)Cl N-[5,6-dichloro-9-(1H-pyrazol-4-yl)-2,3-dihydro-1H-pyrrolo[1,2-a]indol-2-yl]-2-hydroxyacetamide